OC1C(OC(C1O)C)=O 3,4-dihydroxy-5-methyl-dihydrofuran-2-one